L-seryl-D-serine methyl ester COC([C@H](NC([C@@H](N)CO)=O)CO)=O